CC=1C=CC2=C(OCO2)C1 6-methyl-1,3-benzodioxol